FC1CCOCC1 (3R,4R)-4-fluorotetrahydro-2H-pyran